BrCCCCCCCC1=CC2=C(N(C(N2C)=O)C2C(NC(CC2)=O)=O)C=C1 3-[5-(7-bromo-heptyl)-3-methyl-2-oxo-1,3-benzo-diazol-1-yl]piperidine-2,6-dione